2-(6-Bromo-2-fluoro-3-((4-methylpyrimidin-2-yl)oxy)phenyl)acetonitrile BrC1=CC=C(C(=C1CC#N)F)OC1=NC=CC(=N1)C